O1CCN(CC1)C=1C2=C(N=C(N1)N/N=C/C=1C=C(C=CC1)C)SC(=N2)C(=O)NC2CNCC2 7-morpholino-5-[(2E)-2-(m-tolylmethylene)hydrazino]-N-pyrrolidin-3-yl-thiazolo[5,4-d]pyrimidine-2-carboxamide